C12CN(CC(CC1)N2)C2=NC(=NC1=C(C(=C(C=C21)Cl)Br)F)OC[C@]21CCCN1C[C@@H](C2)F 4-(3,8-diazabicyclo[3.2.1]-octan-3-yl)-7-bromo-6-chloro-8-fluoro-2-(((2R,7aS)-2-fluorotetra-hydro-1H-pyrrolizin-7a(5H)-yl)methoxy)quinazoline